COC1=C(CN(S(=O)(=O)C2=C(C=C(C=C2C)N2C[C@](CCC2)(CCC2=CC(=CC=C2)C(F)(F)F)N(C)C)C)C2=NC=NC=C2)C=CC(=C1)OC (R)-N-(2,4-dimethoxybenzyl)-4-(3-(dimethylamino)-3-(3-(trifluoromethyl)phenethyl)piperidin-1-yl)-2,6-dimethyl-N-(pyrimidin-4-yl)benzenesulfonamide